C(C)(C)(C)OC(=O)N1C[C@@H](CC1)N1N=CC=C1C(=O)OC Methyl (R)-1-(1-(tert-butoxycarbonyl)pyrrolidin-3-yl)-1H-pyrazole-5-carboxylate